(S)-2-Amino-N-(3,4-dihydroxyphenethyl)-3-hydroxypropanamide N[C@H](C(=O)NCCC1=CC(=C(C=C1)O)O)CO